1,3-dichloro-8-methyl-4-oxo-4,6,7,8-tetrahydropyrrolo[1,2-a]pyrazine-6-carboxylate ClC1=C2N(C(C(=N1)Cl)=O)C(CC2C)C(=O)[O-]